(4-(7-Ethyl-8-(2-fluorophenethyl)-2,6-dioxo-1-(prop-2-yn-1-yl)-1,2,6,7-tetrahydro-3H-purin-3-yl)butyl)phosphonic acid C(C)N1C(=NC=2N(C(N(C(C12)=O)CC#C)=O)CCCCP(O)(O)=O)CCC1=C(C=CC=C1)F